C(CCCCCCCCCCC)(=O)OCCCCCCCCCCCCCCCCC heptadec-1-yl laurate